O1CCN(CC1)CC1=CC=C(C=C1)C#CC1=C(C=CC=C1)C1NC(NC1)=O 4-(((4-(morpholinomethyl)phenyl)ethynyl)phenyl)imidazolin-2-one